NCCNCCC[Si](OCC)(OCC)C N-(2-Aminoethyl)-3-Aminopropylmethyldiethoxysilane